6-(2-((4-fluorophenyl)ethynyl)-4-nitrophenyl)isoquinoline FC1=CC=C(C=C1)C#CC1=C(C=CC(=C1)[N+](=O)[O-])C=1C=C2C=CN=CC2=CC1